trioxazin COC1=CC(=CC(=C1OC)OC)C(=O)N2CCOCC2